(1r,4r)-N-(4-(5-(Cyclopropylmethyl)-1-methyl-1H-1,2,3-triazol-4-yl)pyrimidin-2-yl)cyclohexane-1,4-diamine C1(CC1)CC1=C(N=NN1C)C1=NC(=NC=C1)NC1CCC(CC1)N